OCC=1OC(=CC1)OC (hydroxymethyl)-5-methoxyfuran